(5-(2,4-difluoro-3-methoxyphenyl)thiophen-2-yl)(3,4-difluoro-5-methoxyphenyl)methanone FC1=C(C=CC(=C1OC)F)C1=CC=C(S1)C(=O)C1=CC(=C(C(=C1)OC)F)F